COC(C)OC Acetaldehyde Dimethyl Acetal